2-{[2-(3-chlorophenyl)ethyl]({[(9H-fluoren-9-yl)methoxy]carbonyl})amino}acetic acid ClC=1C=C(C=CC1)CCN(CC(=O)O)C(=O)OCC1C2=CC=CC=C2C=2C=CC=CC12